3-(4-bromophenyl)-4,5-dimethyl-1,2,4-triazole BrC1=CC=C(C=C1)C1=NN=C(N1C)C